N-(1-(thiazol-4-yl-methyl)-1H-indol-5-yl)acrylamide S1C=NC(=C1)CN1C=CC2=CC(=CC=C12)NC(C=C)=O